2,7-di-tert-butylcarbazole bromine [Br].C(C)(C)(C)C1=CC=2NC3=CC(=CC=C3C2C=C1)C(C)(C)C